3-[[2-fluoro-4-(trifluoromethyl)phenyl]methoxy]azetidine ethyl-5-fluoro-6-(4-methylpiperazin-1-yl)benzo[b]thiophene-2-carboxylate C(C)OC(=O)C1=CC2=C(S1)C=C(C(=C2)F)N2CCN(CC2)C.FC2=C(C=CC(=C2)C(F)(F)F)COC2CNC2